FC1=CC=C(C=C1)N(C(CC)=O)CC(=C)C N-(4-fluorophenyl)-N-(2-methylallyl)propanamide